C(CC)N(C1=C(C=C(C(N)=C1[N+](=O)[O-])C(F)(F)F)[N+](=O)[O-])CCC 5-dipropylamino-α,α,α-trifluoro-4,6-dinitro-o-toluidine